FC(C1=NC(=NO1)C1=CC=C(C(=O)NC=2C=CC=C3C(=CC=NC23)C=2C=NN(C2)CC(F)(F)F)C=C1)F 4-(5-(difluoromethyl)-1,2,4-oxadiazol-3-yl)-N-(4-(1-(2,2,2-trifluoroethyl)-1H-pyrazol-4-yl)quinolin-8-yl)benzamide